6-bromo-2-(6-(4-isopropyl-4H-1,2,4-triazol-3-yl)pyridin-2-yl)-3,3-dimethylisoindol-1-one BrC1=CC=C2C(N(C(C2=C1)=O)C1=NC(=CC=C1)C1=NN=CN1C(C)C)(C)C